C(C)(C)(C)C1OCCCC1CNC(=O)C=1C=C(C=NC1OC)C1=CC=C2C(=NNC2=C1)C(=O)NC 6-(5-{[(2-tert-butyloxan-3-yl)-methyl]carbamoyl}-6-methoxy-pyridin-3-yl)-N-methyl-1H-indazole-3-carboxamide